C(CCCCC(=O)OCC1CC2C(CC1)O2)(=O)OCC2CC1C(CC2)O1 bis((3,4-epoxycyclohexyl)methyl) adipate